4-trifluoromethoxy-2,2'-dibromo-1,1'-biphenyl FC(OC1=CC(=C(C=C1)C1=C(C=CC=C1)Br)Br)(F)F